2-(3-fluoro-4-nitrophenyl)acetonitrile FC=1C=C(C=CC1[N+](=O)[O-])CC#N